NC[C@H](CO)O |r| (R/S)-3-amino-1,2-propanediol